7-(4-methylphenyl)-4-(3,4,5-trimethoxybenzoyl)-3,4-dihydroquinoxalin-2(1H)-one CC1=CC=C(C=C1)C1=CC=C2N(CC(NC2=C1)=O)C(C1=CC(=C(C(=C1)OC)OC)OC)=O